azepanedione N1C(C(CCCC1)=O)=O